C1(=CC=CC=C1)NC(OC1=C(C=CC=C1)C)=O methylphenyl N-phenylcarbamate